BrC=1N=CC(=NC1)N1C[C@@H](N(CC1)C1=NC=NC(=C1)F)C (S)-4-(4-(5-bromopyrazin-2-yl)-2-methylpiperazin-1-yl)-6-fluoropyrimidine